3-benzyl-7-((4-((2-(dimethylamino)ethyl)(methyl)amino)-2-methoxy-5-nitrophenyl)amino)-1-methyl-3,4-dihydropyrimido[4,5-d]pyrimidin-2(1H)-one C(C1=CC=CC=C1)N1C(N(C2=NC(=NC=C2C1)NC1=C(C=C(C(=C1)[N+](=O)[O-])N(C)CCN(C)C)OC)C)=O